N-(3-aminopropyl)-N-{(1R)-1-[1-benzyl-4-(2,5-difluorophenyl)-1H-imidazol-2-yl]-2,2-dimethylpropyl}-6-(2,5-dioxo-2,5-dihydro-1H-pyrrol-1-yl)hexanamide NCCCN(C(CCCCCN1C(C=CC1=O)=O)=O)[C@H](C(C)(C)C)C=1N(C=C(N1)C1=C(C=CC(=C1)F)F)CC1=CC=CC=C1